N-((1r,4r)-4-((5-(imidazo[1,2-a]pyrimidin-6-yl)-4-methoxy-7H-pyrrolo[2,3-d]pyrimidin-2-yl)amino)cyclohexyl)acetamide N=1C=CN2C1N=CC(=C2)C2=CNC=1N=C(N=C(C12)OC)NC1CCC(CC1)NC(C)=O